FC1=NC=CC(=C1C=O)C 2-FLUORO-3-FORMYL-4-PICOLINE